COCCCNC1C2=C(N(S(C3=C1C=CC(=C3)S(=O)C)(=O)=O)C)C=CC=C2 11-((3-Methoxypropyl)amino)-6-methyl-3-(methylsulfinyl)-6,11-dihydrodibenzo[c,f][1,2]thiazepine 5,5-dioxide